ClC=1C=C2C=CN=C(C2=C(C1)Cl)C=1C(=C(C2=CC=CC=C2C1)C)O 3-(6,8-dichloroisoquinolin-1-yl)-1-methylnaphthalen-2-ol